((2R,5S)-2-(2-(1-cyclopropylpiperidin-4-yl)benzo[d]thiazol-5-yl)-5-methylpiperidin-1-yl)-2-oxo-N-(1H-pyrazolo[4,3-c]pyridin-7-yl)acetamide C1(CC1)N1CCC(CC1)C=1SC2=C(N1)C=C(C=C2)[C@@H]2N(C[C@H](CC2)C)C(C(=O)NC=2C1=C(C=NC2)C=NN1)=O